C(C)(=O)N1CCC(CC1)C1=NN(C=2C=CC=C(C12)C1=C(C=C2C=NN(C2=C1)C)F)CC(=O)N(C)CC(=O)OC methyl 2-{2-[3-(1-acetylpiperidin-4-yl)-5'-fluoro-1'-methyl-[4,6'-biindazol]-1-yl]-N-methylacetamido}acetate